4-formyl-4-(prop-2-en-1-yl)piperidine-1-carboxylic acid tert-butyl ester C(C)(C)(C)OC(=O)N1CCC(CC1)(CC=C)C=O